C(C)C1=C(C(=C(C=C1)O)C1=CC=CC=C1)O ethyl-[1,1'-biphenyl]-2,6-diol